methyl (2S)-2-{1-[(3,4-dimethoxybenzyl) methyl]-2-methyl-4-oxo-1,4-dihydro-5H-imidazo[4,5-c]pyridin-5-yl}-4-methylpentanoate COC=1C=C(CCN2C(=NC=3C(N(C=CC32)[C@H](C(=O)OC)CC(C)C)=O)C)C=CC1OC